hydroxyethyl acrylate (hydroxyethyl acrylate) OCCC(C(=O)O)=C.C(C=C)(=O)OCCO